4-Chloro-N-(2-methoxyethyl)-2-(2,6-difluorobenzamido)benzamide ClC1=CC(=C(C(=O)NCCOC)C=C1)NC(C1=C(C=CC=C1F)F)=O